(±)-rel-(2r,3r)-2-(hydroxymethyl)-3-methylpiperazine-1,4-dicarboxylic acid di-tert-butyl ester C(C)(C)(C)OC(=O)N1[C@H]([C@H](N(CC1)C(=O)OC(C)(C)C)C)CO |r|